C(C1=CC=CC=C1)NCC1=CC=CC=C1 di(benzyl)amine